(S)-3-(9-((4-(aminomethyl)-2-chloro-6-methylphenyl)carbamoyl)-5-methyl-4,5-dihydrobenzo[b]thieno[2,3-d]oxepin-8-yl)-6-(propylcarbamoyl)picolinic acid NCC1=CC(=C(C(=C1)C)NC(=O)C1=CC2=C(O[C@H](CC3=C2SC=C3)C)C=C1C=1C(=NC(=CC1)C(NCCC)=O)C(=O)O)Cl